COC1=CC=C(C=C1)C1=NC2=CC=CC=C2C(=C1)NCCCN1CCOCC1 2-(4-Methoxyphenyl)-N-(3-morpholinopropyl)quinolin-4-amine